4-carbamoylphenylboronic acid C(N)(=O)C1=CC=C(C=C1)B(O)O